2-[[5-(cyclopropylmethylsulfonyl)-6-[7-methyl-3-(trifluoromethyl)imidazo[4,5-c]pyridazin-6-yl]-3-pyridinyl]oxy]-2-methyl-propionitrile C1(CC1)CS(=O)(=O)C=1C=C(C=NC1C1=NC2=C(N=NC(=C2)C(F)(F)F)N1C)OC(C#N)(C)C